CC1=CC=2C3=C(NC2C=C1)CCN(C3)C(=O)C=3N=C(NC3)C(F)(F)F (8-Methyl-1,3,4,5-tetrahydropyrido[4,3-b]indol-2-yl)-[2-(trifluoromethyl)-1H-imidazol-4-yl]methanon